1-(benzenesulfonyl)-2-(5-methyl-[1,1'-biphenyl]-2-yl)-1H-pyrrolo[2,3-b]pyridine C1(=CC=CC=C1)S(=O)(=O)N1C(=CC=2C1=NC=CC2)C2=C(C=C(C=C2)C)C2=CC=CC=C2